tert-butyl (1-((2-chloro-5-nitropyrimidin-4-yl) amino)propan-2-yl)carbamate ClC1=NC=C(C(=N1)NCC(C)NC(OC(C)(C)C)=O)[N+](=O)[O-]